C(C)OC(=O)C=1C=NC2=CC=C(C=C2C1NC1=C(C(=O)O)C=CC=C1)OC1CCN(CC1)C(=O)OCC1C2=CC=CC=C2C=2C=CC=CC12 [[3-ethoxycarbonyl-6-[[1-(9H-fluoren-9-ylmethoxycarbonyl)-4-piperidyl]oxy]-4-quinolyl]amino]benzoic acid